6-t-butoxycarbonyl-hydrazinonicotinic acid C(C)(C)(C)OC(=O)C1=NC(=C(C(=O)O)C=C1)NN